FC=1C=C(C(=O)NC2CN(C(C2)=O)C2=CC=CC=C2)C=C(C1O)C=O 3-fluoro-5-formyl-4-hydroxy-N-(5-oxo-1-phenylpyrrolidin-3-yl)benzamide